N-(3-chloro-4-(pyridin-3-yl)phenyl)-2-(2-(cyclopropanesulfonylamino)thiazol-4-yl)-2-methylpropanamide ClC=1C=C(C=CC1C=1C=NC=CC1)NC(C(C)(C)C=1N=C(SC1)NS(=O)(=O)C1CC1)=O